C(C)(C)(C)OC(=O)N(C/C=C/C(=O)O)C1CC1 (E)-4-((tert-butoxycarbonyl)(cyclopropyl)amino)but-2-enoic acid